dimethylbenzyloxyaminoformamide CC(=O)N(NOCC1=CC=CC=C1)C